O=S1(CC(CCC1)C(=O)[O-])=O 1,1-dioxothiane-3-carboxylate